C(C)[C@@]1(C(NCC1)=O)C=1OC(=NN1)C=1C(=NC=CC1)NC1=CC=C(C=C1)C(F)(F)F (3S)-3-ethyl-3-[5-[2-[4-(trifluoromethyl)anilino]-3-pyridyl]-1,3,4-oxadiazol-2-yl]pyrrolidin-2-one